(2-chloro-5-methylphenyl)-6-methyl-4-[(1-methylcyclopropyl)amino]furo[2,3-d]pyrimidine-5-carboxamide ClC1=C(C=C(C=C1)C)C=1N=C(C2=C(N1)OC(=C2C(=O)N)C)NC2(CC2)C